C1(=CC(=CC=C1)N(C1=CC=C(C=CC2=CC=C(C=C2)C=CC2=CC=C(C=C2)N(C=2C=C(C=CC2)C)C=2C=C(C=CC2)C)C=C1)C=1C=C(C=CC1)C)C 1,4-bis[4-(dim-tolylamino)styrenyl]benzene